Cl.FC=1C=C(C=CC1)NN (3-fluoro-phenyl)-hydrazine hydrochloric acid salt